4-(7-(1-methylpiperidin-4-yl)-2-(3-phenyl-1H-pyrazol-1-yl)pyrido[3,2-d]pyrimidin-4-yl)morpholine CN1CCC(CC1)C1=CC=2N=C(N=C(C2N=C1)N1CCOCC1)N1N=C(C=C1)C1=CC=CC=C1